hexamethylene-bis(5-[2-ethylhexyl]biguanide) C(C)C(CNC(NC(NCCCCCCNC(=N)NC(=N)NCC(CCCC)CC)=N)=N)CCCC